N(=O)SCCN S-nitrosomercaptoethylamine